9-(1-chlorodibenzo[b,d]furan-4-yl)-9H-carbazole ClC1=CC=C(C=2OC3=C(C21)C=CC=C3)N3C2=CC=CC=C2C=2C=CC=CC32